BrC=1C(NC(N([C@H]2[C@H](O)[C@H](O)[C@@H](CO)O2)C1)=O)=O 5-Bromo-Uridine